C(C1=CC=CC=C1)[C@H]1N(C(OC1)=O)C(CCCC(C)=O)=O (R)-1-(4-benzyl-2-oxooxazolidin-3-yl)hexane-1,5-dione